C(=O)(O)[C@H](CC(=O)C1=CC2=C(S1)C=C(C(=C2)OCCCOC=2C=C1CN(CC1=CC2OC)C(=O)[C@H]2[C@@H](C2)C(=O)O)OC)C (1R,2R)-2-(5-(3-((2-((S)-3-carboxybutanoyl)-6-methoxybenzo[b]thiophen-5-yl)oxy)propoxy)-6-methoxyisoindoline-2-carbonyl)cyclopropane-1-carboxylic acid